ClCOC(NCCOC)=O 2-Methoxyethylcarbamic acid chloromethyl ester